N-(3-chloro-4-(2,6-dioxopiperidin-3-yl)benzyl)-2-(3-fluorophenyl)-2-methylpropanamide ClC=1C=C(CNC(C(C)(C)C2=CC(=CC=C2)F)=O)C=CC1C1C(NC(CC1)=O)=O